(3R)-N-tert-butyl-1-{6-[2-(methoxymethoxy)-4-(6-methoxypyridazin-4-yl)phenyl]pyridazin-3-yl}pyrrolidin-3-amine C(C)(C)(C)N[C@H]1CN(CC1)C=1N=NC(=CC1)C1=C(C=C(C=C1)C1=CN=NC(=C1)OC)OCOC